4-(hydroxymethyl)-5-[(1-methyl-4-piperidyl)amino]furo[2,3-c]pyridine-2-carbonitrile OCC1=C2C(=CN=C1NC1CCN(CC1)C)OC(=C2)C#N